P(O)(=O)(OP(=O)(O)OP(=O)(O)O)OC[C@@H]1[C@H](C[C@@](O1)(N1C(=O)NC(=O)C=C1)N)O.FC(CCCCN1C(=CC=C1)C(C)=O)F 1-(1-(5,5-difluoropentyl)-1H-pyrrol-2-yl)ethan-1-one amino-2'-deoxyuridine-5'-triphosphate